2-(Benzofuran-5-yl)-3,5,7-trihydroxy-benzopyran-4-one O1C=CC2=C1C=CC(=C2)C=2OC1=C(C(C2O)=O)C(=CC(=C1)O)O